C1(=CC=CC2=CC=CC=C12)C=1C=CC=2C(N(C(C3=CC=C(C1C23)[N+](=O)[O-])=O)C(CC)CC)=O 6-(naphthalen-1-yl)-7-nitro-2-(pentan-3-yl)-1H-benzo[de]isoquinoline-1,3(2H)-dione